altrofuranose OC1[C@@H](O)[C@H](O)[C@H](O1)[C@H](O)CO